O1CCOC12CCC(CC2)NC=2C=1C=C(N(C1C=CC2)CC(F)(F)F)C#CCNC2=C(C=C(C=C2)S(=O)(=O)C)OC N-{1,4-dioxaspiro[4.5]decan-8-yl}-2-{3-[(4-methane-sulfonyl-2-methoxy-phenyl)amino]prop-1-yn-1-yl}-1-(2,2,2-trifluoroethyl)-1H-indol-4-amine